C(C)(=O)O[C@H]1[C@@H](O[C@@H]([C@@H]1OC(C)=O)COC(C)=O)SC([C@H](NC(=O)OCC1C2=CC=CC=C2C=2C=CC=CC12)C)=O (2S,3R,4S,5R)-2-(((((9H-fluoren-9-yl)methoxy)carbonyl)-D-alanyl)thio)-5-(acetoxymethyl)tetrahydrofuran-3,4-diyl diacetate